ClC1=NNC(C(=C1)[C@@H](C)N1N=C(C(=C1)NC(=O)[C@H](C(C1CC1)C1CC1)NC(=O)C=1N(N=CC1)C(C)C)F)=O |&1:7| N-[(1S)-1-[[1-[(1RS)-1-(3-chloro-6-oxo-1H-pyridazin-5-yl)ethyl]-3-fluoro-pyrazol-4-yl]carbamoyl]-2,2-dicyclopropyl-ethyl]-2-isopropyl-pyrazole-3-carboxamide